2-(4-(9H-carbazol-9-yl)phenyl)-5-(2,6-bis(9H-carbazol-9-yl)phenyl)-1,3,4-oxadiazole C1=CC=CC=2C3=CC=CC=C3N(C12)C1=CC=C(C=C1)C=1OC(=NN1)C1=C(C=CC=C1N1C2=CC=CC=C2C=2C=CC=CC12)N1C2=CC=CC=C2C=2C=CC=CC12